C(N)(=O)C=1C=C2C(=CC=NC2=CC1O)OC1=CC=C(C=C1)N(C(=O)C1(CC1)C(=O)N)C1=CC=C(C=C1)F N-(4-((6-carbamoyl-7-hydroxyquinolin-4-yl)oxy)Phenyl)-N-(4-fluorophenyl)cyclopropane-1,1-dicarboxamide